N1C=NC2=C1C=CC(=C2)N2C(NCC2C2=CC=C(C=C2)C=2SC=C(N2)C)=O 1-(1H-benzimidazol-5-yl)-5-[4-(4-methyl-1,3-thiazol-2-yl)phenyl]imidazolidin-2-one